NC1=C(C(=NC(=N1)N1C[C@@H]2C([C@@H]2C1)CN)C(=O)N)C1=C(C(=CC=C1)Cl)Cl 6-amino-2-[(1R,5S,6R)-6-(aminomethyl)-3-azabicyclo-[3.1.0]hexan-3-yl]-5-(2,3-dichlorophenyl)pyrimidine-4-carboxamide